n-propyl 2-ethoxy-α-cyanocinnamate C(C)OC1=C(C=C(C(=O)OCCC)C#N)C=CC=C1